FC1=C(C=CC=C1)C1=CC(=C(C=C1)OC)C(=O)O 2'-fluoro-4-methoxy-[1,1'-biphenyl]-3-carboxylic acid